P(=O)(OC(CCCCCCCC)CCCCCCC)(OC(CCCCCCCC)CCCCCCC)[O-] di(heptyl nonyl) phosphate